4-(2-{[(2R,7aS)-2-fluoro-hexahydro-1H-pyrrolizin-7a-yl]methoxy}-8-fluoro-4-{2-oxa-7-azaspiro[3.5]nonan-7-yl}quinazolin-7-yl)-5-ethynyl-6-fluoronaphthalen-2-ol F[C@@H]1C[C@@]2(CCCN2C1)COC1=NC2=C(C(=CC=C2C(=N1)N1CCC2(COC2)CC1)C1=CC(=CC2=CC=C(C(=C12)C#C)F)O)F